O=C1NC(CCC1N1C(C2=CC=C(C=C2C1=O)NS(=O)(=O)C1=C(C=CC(=C1)F)C)=O)=O N-(2-(2,6-dioxo-piperidin-3-yl)-1,3-dioxoisoindolin-5-yl)-5-fluoro-2-methyl-benzenesulfonamide